NC1=NC(N(C=C1)[C@@H]1O[C@@H]([C@H]([C@@H]1F)O)COC(C1=CC=CC=C1)(C1=CC=C(C=C1)OC)C1=CC=C(C=C1)OC)=O 4-amino-1-((2R,3S,4R,5R)-5-((bis(4-methoxyphenyl)(phenyl)methoxy)methyl)-3-fluoro-4-hydroxytetrahydrofuran-2-yl)pyrimidin-2(1H)-one